N-([1,1'-biphenyl]-3-yl)-1-fluoro-6,7,8,9-tetrahydro-5H-5,8-epiminocyclohepta[c]pyridine-10-carboxamide C1(=CC(=CC=C1)NC(=O)N1C2CCC1CC=1C(=NC=CC12)F)C1=CC=CC=C1